atropic acid chloride C(C(=C)C1=CC=CC=C1)(=O)Cl